COCCCC(=O)NC1=CNC2=CC=C(C=C12)C=1C=NN(C1)C1=CC=C(C=C1)C(F)(F)F 4-methoxy-N-(5-(1-(4-(trifluoromethyl)phenyl)-1H-pyrazol-4-yl)-1H-indol-3-yl)butanamide